C(C1=CC=CC=C1)N1C2=C(SCC1)C=CC(=C2)C(C(=O)OC)N=C(C2=CC=CC=C2)C2=CC=CC=C2 methyl 2-(4-benzyl-3,4-dihydro-2H-benzo[b][1,4]thiazin-6-yl)-2-((diphenylmethylene)amino)acetate